(3-(2-(Dimethylamino)ethyl)-1H-indol-1-yl)methanol CN(CCC1=CN(C2=CC=CC=C12)CO)C